N1=C(NC2=C1C=CC=C2)C2=NNC1=CC=CC=C21 3-(benzoimidazol-2-yl)-indazole